N-p-toluenesulfonyl-1-[2-(piperazin-1-yl)pyrimidin-5-yl]ethanone imine CC1=CC=C(C=C1)S(=O)(=O)N=C(C)C=1C=NC(=NC1)N1CCNCC1